C(CCCCCCCCCCCCC)O[C@H](CNC(CCC(=O)O)=O)COCCCCCCCCCCCCCC 4-[[(2R)-2,3-di(tetradecyloxy)propyl]amino]-4-oxo-butyric acid